2'-chloro-5'-methoxy-N-(5-((2-methoxycyclopentyl)oxy)-1,3,4-thiadiazol-2-yl)-6-methyl-(4,4'-bipyridine)-3-carboxamide ClC1=NC=C(C(=C1)C1=C(C=NC(=C1)C)C(=O)NC=1SC(=NN1)OC1C(CCC1)OC)OC